C(C=C)(=O)N1C[C@H](C[C@@H]1COC)N1N=C(C(=C1NC)C(=O)N)C#CC1=CC2=C(N(C(=N2)C)C2CCC2)C=C1F 1-((3s,5r)-1-propenoyl-5-(methoxymethyl)pyrrolidin-3-yl)-3-((1-cyclobutyl-6-fluoro-2-methyl-1H-benzo[d]imidazol-5-yl)ethynyl)-5-(methylamino)-1H-pyrazole-4-carboxamide